[1,2,4]Triazolo[4,3-a]Pyrimidin-5-one N1=NCN2C1=NC=CC2=O